N-(4-(trifluoromethyl)benzyl)-2-azepanecarboxamide FC(C1=CC=C(CNC(=O)C2NCCCCC2)C=C1)(F)F